(2R,3S,4R,5S)-4-[[3-[2-(Difluoromethoxy)-4-fluorophenyl]-4,5-dimethyl-5-(trifluoromethyl)tetrahydrofuran-2-carbonyl]amino]-N-methyl-pyridin-2-carboxamid FC(OC1=C(C=CC(=C1)F)[C@H]1[C@@H](O[C@@]([C@@H]1C)(C(F)(F)F)C)C(=O)NC1=CC(=NC=C1)C(=O)NC)F